FC(C1=NN=C(O1)C=1C=CC(=NC1)CN1C(OC(=N1)C1=NC(=CC=C1)N1CCN(CC1)CC)=S)F 3-[[5-[5-(difluoromethyl)-1,3,4-oxadiazol-2-yl]-2-pyridinyl]methyl]-5-[6-(4-ethylpiperazin-1-yl)-2-pyridinyl]-1,3,4-oxadiazol-2-thione